C[C@H]1N(CCOC2=C1C=CC(=C2)C(=O)OCC)C(=O)C2(CCC2)C Ethyl (R)-5-methyl-4-(1-methylcyclobutane-1-carbonyl)-2,3,4,5-tetrahydrobenzo[f][1,4]oxazepine-8-carboxylate